N-benzyl-4-(trifluoromethyl)-2,3-dihydro-1H-inden-1-amine C(C1=CC=CC=C1)NC1CCC2=C(C=CC=C12)C(F)(F)F